O[C@H]1[C@H](OC[C@@H]([C@H]1O)NC1=NC(=CN=C1)C(F)(F)F)CNC(CCOCC(COCCC(NC[C@H]1OC[C@@H]([C@H]([C@H]1O)O)NC1=NC(=CN=C1)C(F)(F)F)=O)NC(CC(=O)O)=O)=O 3-((1,15-bis((2R,3R,4R,5S)-3,4-dihydroxy-5-((6-(trifluoromethyl)pyrazin-2-yl)amino)tetrahydro-2H-pyran-2-yl)-3,13-dioxo-6,10-dioxa-2,14-diazapentadecan-8-yl)amino)-3-oxopropanoic acid